6-bromo-N-(trimethylsilyl)benzo[d]thiazol-2-amine BrC1=CC2=C(N=C(S2)N[Si](C)(C)C)C=C1